CO[C@@H](CCN1C(N(C2=C1C=C(C=C2)[N+](=O)[O-])C)=O)C 3-[(3R)-3-methoxybutyl]-1-methyl-5-nitro-benzimidazol-2-one